di(m-tolyl)silylene(cyclopentadienyl)(3,6-di-t-butylfluorenyl)zirconium dichloride [Cl-].[Cl-].C1(=CC(=CC=C1)[Si](=[Zr+2](C1=CC(=CC=2C3=CC(=CC=C3CC12)C(C)(C)C)C(C)(C)C)C1C=CC=C1)C=1C=C(C=CC1)C)C